methyl 2-(4-((4,4-dimethylcyclohexyl) oxy) phenyl)-4,6-dimethylpyrimidine-5-carboxylate CC1(CCC(CC1)OC1=CC=C(C=C1)C1=NC(=C(C(=N1)C)C(=O)OC)C)C